NC1=NC(=CC(=N1)N1C(COCCC1)C=1C=C(C(=O)OC)C=CC1OC)C methyl 3-(4-(2-amino-6-methylpyrimidin-4-yl)-1,4-oxazepan-3-yl)-4-methoxybenzoate